methyl-butyl-theophylline iodonium salt [IH2+].CC(N1C(=O)N(C)C=2N=CNC2C1=O)CCCC